N(=[N+]=[N-])\C(\C(=O)OCC)=C/C=1C=NC(=NC1)C ethyl (Z)-2-azido-3-(2-methylpyrimidin-5-yl)acrylate